2,2'-diamino-4,4'-difluorobiphenyl NC1=C(C=CC(=C1)F)C1=C(C=C(C=C1)F)N